tert-butyl (2-((1-(4-bromo-3-fluorothiophen-2-yl)-3,3,3-trifluoropropyl)(cyclopropyl)amino)ethyl)carbamate BrC=1C(=C(SC1)C(CC(F)(F)F)N(CCNC(OC(C)(C)C)=O)C1CC1)F